8,8,11-trimethyl-5-pentyl-2-phenyl-4H,8H-benzo[c][1,3]dioxino[4,5-f]chromen-4-one CC1(OC2=CC(=C3C(=C2C2=C1C=CC(=C2)C)OC(OC3=O)C3=CC=CC=C3)CCCCC)C